tert-butyl 2-(4-piperidyl)acetate N1CCC(CC1)CC(=O)OC(C)(C)C